1-(4-(6-fluoroquinolin-4-yl)cyclohexyl)ethylamine FC=1C=C2C(=CC=NC2=CC1)C1CCC(CC1)C(C)N